2,7-dimethyl-5-{6-[3-(oxetan-3-ylamino)pyrrolidin-1-yl]-1,5-naphthyridin-2-yl}Indazol-6-ol CN1N=C2C(=C(C(=CC2=C1)C1=NC2=CC=C(N=C2C=C1)N1CC(CC1)NC1COC1)O)C